ClC=1C=C(C(=O)N[C@H](C(=O)NC2(CC2)C#N)CC=2OC3=C(N2)C=CC=C3Cl)C=CC1 (S)-3-chloro-N-(3-(7-chlorobenzo[d]oxazol-2-yl)-1-((1-cyanocyclopropyl)amino)-1-oxopropan-2-yl)benzamide